6-{6-[(2-butyloctyl)oxy]-N-[2-(dimethylamino)ethyl]-6-oxohexanamido}hexadecanoate C(CCC)C(COC(CCCCC(=O)N(CCN(C)C)C(CCCCC(=O)[O-])CCCCCCCCCC)=O)CCCCCC